CC1(C(C2=C(S1(=O)=O)C=CC(=C2)Br)F)C 2,2-dimethyl-5-bromo-3-fluoro-2,3-dihydrobenzo[b]thiophene-1,1-dioxide